ClC=1C=C(C[N@@+](CCOC(\C=C\C2=CC=C(C=C2)F)=O)(CCO)[O-])C=CC1 (S,E)-N-(3-Chlorobenzyl)-2-((3-(4-fluorophenyl)acryloyl)oxy)-N-(2-hydroxyethyl)ethan-1-amine oxide